2-chloro-1-(2,6-dichloro-4-pyridyl)ethanone ClCC(=O)C1=CC(=NC(=C1)Cl)Cl